C(C1=CC=CC=C1)OCC1(CC1)S(=O)(=O)NC=1SC=CN1 1-((benzyloxy)methyl)-N-(thiazol-2-yl)cyclopropane-1-sulfonamide